C(C)(C)(C)OC(N[C@@H]1C[C@@H](CC1)O)=O ((1S,3R)-3-hydroxycyclopentyl)carbamic acid tert-butyl ester